ClC1=CC=C(C=C1)C1=C(C(=NN1C1=C(C=C(C=C1)Cl)Cl)NC(OC(C)(C)C)=O)C tert-butyl (5-(4-chlorophenyl)-1-(2,4-dichlorophenyl)-4-methyl-1H-pyrazol-3-yl)carbamate